(2R,3S,5R)-5-(8-oxo-6-(2-phenoxyacetamido)-7,8-dihydro-9H-purin-9-yl)-2-((2-phenoxyacetoxy)methyl)tetrahydrofuran-3-yl 2-phenoxyacetate O(C1=CC=CC=C1)CC(=O)O[C@@H]1[C@H](O[C@H](C1)N1C2=NC=NC(=C2NC1=O)NC(COC1=CC=CC=C1)=O)COC(COC1=CC=CC=C1)=O